C(#N)C1=C(C=C(C=C1)C=1C(=C(C#N)C=CN1)C1=C(C=C(C=C1)C(C(C)(C)O)(F)F)F)F 2-(4-cyano-3-fluorophenyl)-3-(4-(1,1-difluoro-2-hydroxyl-2-methylpropyl)-2-fluorophenyl)isonicotinonitrile